1-(4-(4-(4-(5-(1-(4-fluorophenyl)-1-hydroxyethyl)pyrimidin-2-yl)-3,6-dihydropyridin-1(2H)-yl)pyrrolo[2,1-f][1,2,4]triazin-6-yl)-3,6-dihydropyridin-1(2H)-yl)ethan-1-one FC1=CC=C(C=C1)C(C)(O)C=1C=NC(=NC1)C=1CCN(CC1)C1=NC=NN2C1=CC(=C2)C=2CCN(CC2)C(C)=O